3-(2-methoxyphenyl)-2-oxobutanoic acid COC1=C(C=CC=C1)C(C(C(=O)O)=O)C